Triethyl-4-oxo-1-(quinolin-3-yl)-1,4-dihydropyridine-2,3,5-tricarboxylate C(C)OC(=O)C=1N(C=C(C(C1C(=O)OCC)=O)C(=O)OCC)C=1C=NC2=CC=CC=C2C1